N,N-di-ortho-tolylguanidine C1(=C(C=CC=C1)N(C(=N)N)C1=C(C=CC=C1)C)C